tert-butyl (1r,3r,5s)-3-hydroxy-3-(3-methoxypyridin-4-yl)-8-azabicyclo[3.2.1]octane-8-carboxylate OC1(C[C@H]2CC[C@@H](C1)N2C(=O)OC(C)(C)C)C2=C(C=NC=C2)OC